[Na+].[K+].C(CCCCCCCCCCC)C(C(=O)[O-])(C(=O)[O-])C 2-dodecyl-2-methylmalonic acid potassium sodium salt